[N-](S(=O)(=O)C(F)(F)F)S(=O)(=O)C(F)(F)F.C(CCCCCCC)N1CC=CC=C1 N-octylpyridine bis(trifluoromethanesulfonyl)imide salt